2-(2-(3-fluoro-3-methylazetidin-1-yl)ethyl)-5-methoxypyrazine FC1(CN(C1)CCC1=NC=C(N=C1)OC)C